methyl (Z)-1-(4-amino-2-fluorobut-2-en-1-yl)-4-(3-(N,N-diethylsulfamoyl)phenyl)-1H-benzo[d]imidazol-6-carboxylate NC\C=C(\CN1C=NC2=C1C=C(C=C2C2=CC(=CC=C2)S(N(CC)CC)(=O)=O)C(=O)OC)/F